FC=1C=C2C(=CNC2=CC1F)NS(=O)(=O)CC1=CC=C(C=C1)C(F)(F)F N-(5,6-difluoro-1H-indol-3-yl)-1-(4-(trifluoromethyl)phenyl)methanesulfonamide